ClC=1C=CC(=C(C1)C=1C(=C(N(C1)C)C)C(=O)N(C1=CC=C(C=C1)O)CC1=C(C=CC=C1)C#N)C(=O)N1CC2=CC=CC=C2C[C@H]1CN1CCOCC1 (5-chloro-2-{[(3S)-3-(morpholin-4-ylmethyl)-3,4-dihydroisoquinolin-2(1H)-yl]carbonyl}phenyl)-N-(2-cyanobenzyl)-N-(4-hydroxyphenyl)-1,2-dimethyl-1H-pyrrole-3-carboxamide